C(N)(OCCCC(N(C1CCCC=2C=CC=NC12)CC1=NC=CC2=CC(=C(C=C12)OC)OC)C(C)(C)C)=O tert-Butyl(4-(((6,7-dimethoxyisoquinolin-1-yl)methyl)(5,6,7,8-tetrahydroquinolin-8-yl) amino) butyl) carbamate